O[C@H]1[C@@H](CC(C1)(C)C)NC(OC(C)(C)C)=O tert-butyl ((1R,2R)-2-hydroxy-4,4-dimethylcyclopentyl)carbamate